7-Bromo-6-fluorobenzofuran BrC1=C(C=CC=2C=COC21)F